N[C@@H](CCC(=O)OC)C(=O)SCCNC(CCNC([C@@H](C(CO)(C)C)O)=O)=O Methyl (4S)-4-amino-5-[(2-[3-[(2R)-2,4-dihydroxy-3,3-dimethylbutanamido]propanamido]ethyl)sulfanyl]-5-oxopentanoate